CN1N=C(C2=CC=C(C=C12)N1C[C@H](CC1)CN1CCNCC1)C1C(NC(CC1)=O)=O 3-(1-methyl-6-((R)-3-(piperazin-1-ylmethyl)pyrrolidin-1-yl)-1H-indazol-3-yl)piperidine-2,6-dione